1-[(2,4-difluorophenyl)methyl]-3-[(1-methyl-1H-indazol-6-yl)methyl]-1-(1-methylpiperidin-4-yl)urea FC1=C(C=CC(=C1)F)CN(C(=O)NCC1=CC=C2C=NN(C2=C1)C)C1CCN(CC1)C